N-(2-chloro-4-trifluoromethylphenyl)-3,4,5-tribenzyloxybenzamide tert-butyl-(R)-(3-((1-(2-(4-carbamoyl-1H-pyrrol-2-yl)quinolin-4-yl)ethyl)carbamoyl)-4-methylbenzyl)carbamate C(C)(C)(C)N(C(O)=O)CC1=CC(=C(C=C1)C)C(N[C@H](C)C1=CC(=NC2=CC=CC=C12)C=1NC=C(C1)C(N)=O)=O.ClC1=C(C=CC(=C1)C(F)(F)F)NC(C1=CC(=C(C(=C1)OCC1=CC=CC=C1)OCC1=CC=CC=C1)OCC1=CC=CC=C1)=O